(E)-tellurium (3-chlorostyryl) 4-methylbenzenesulfonate CC1=CC=C(C=C1)S(=O)(=O)OC=CC1=CC(=CC=C1)Cl.[Te]